(R)-N-(5-(5-(1,4-dioxan-2-yl)pyrimidin-2-yl)-4-((2-(1,1-difluoroethyl)-6-ethylpyrimidin-4-yl)amino)pyridin-2-yl)acetamide O1[C@@H](COCC1)C=1C=NC(=NC1)C=1C(=CC(=NC1)NC(C)=O)NC1=NC(=NC(=C1)CC)C(C)(F)F